FC1(OC2=C(O1)C=CC(=C2)[C@H](C)OC=2C=C(C=NC2)N2N=C(C=1CCC[C@H](C21)OC21CCC(CC2)(CC1)C(=O)O)C(F)(F)F)F 4-[[(7R)-1-[5-[(1S)-1-(2,2-difluoro-1,3-benzodioxol-5-yl)ethoxy]-3-pyridinyl]-3-(trifluoromethyl)-4,5,6,7-tetrahydroindazol-7-yl]oxy]bicyclo[2.2.2]octane-1-carboxylic acid